C(C1=CC=CC=C1)N(C(C(F)(F)C=1NN=C2C1CN([C@@H](C2)C)C(=O)OC(C)(C)C)=O)CCO tert-Butyl (6R)-3-{2-[benzyl(2-hydroxyethyl)amino]-1,1-difluoro-2-oxoethyl}-6-methyl-2,4,6,7-tetrahydro-5H-pyrazolo[4,3-c]pyridine-5-carboxylate